4-[3-(dimethylamino)phenyl]thiazol-2-amine CN(C=1C=C(C=CC1)C=1N=C(SC1)N)C